OC(=O)C(F)(F)F.CC1=C(C(=NC=C1)N1CC2(COC2)C1)C1C[C@H](NCC1)C 6-(4-methyl-3-((2R)-2-methylpiperidin-4-yl)pyridin-2-yl)-2-oxa-6-azaspiro[3.3]heptane TFA salt